C[C@@H]1OC2=C(N(C1)C(=O)C1=CC(=CC=C1)I)C=CC=C2C [(2S)-2,8-dimethyl-2,3-dihydro-1,4-benzoxazin-4-yl]-(3-iodophenyl)methanone